2-ethyl-9,10-bis(n-octanoyloxy)anthracene C(C)C1=CC2=C(C3=CC=CC=C3C(=C2C=C1)OC(CCCCCCC)=O)OC(CCCCCCC)=O